ethylene-diamine-tetraacetamide C(CN(CC(=O)N)CC(=O)N)N(CC(=O)N)CC(=O)N